2-amino-5-(2-pyridinyl)-1,3,4-thiadiazole NC=1SC(=NN1)C1=NC=CC=C1